tert-butyl ((R)-3-methoxy-1-oxo-1-(((R)-4-oxo-4-phenyl-1-((3aS,4S,6S,7aR)-3a,5,5-trimethylhexahydro-4,6-methanobenzo[d][1,3,2]dioxaborol-2-yl)butyl)amino)propan-2-yl)carbamate COC[C@H](C(N[C@@H](CCC(C1=CC=CC=C1)=O)B1O[C@@]2([C@H](O1)C[C@H]1C([C@@H]2C1)(C)C)C)=O)NC(OC(C)(C)C)=O